CNC(C1=CC=C(C=C1)C(F)(F)F)=O N-methyl-4-(trifluoromethyl)benzamide